2-(1H-benzo[d]imidazol-5-yl)-5,6-dichloro-3-(4-methoxyphenyl)isoindolin-1-one N1C=NC2=C1C=CC(=C2)N2C(C1=CC(=C(C=C1C2C2=CC=C(C=C2)OC)Cl)Cl)=O